propyl-2-(3-pyridinyl)-2H-indazole-4-carboxamide C(CC)C=1N(N=C2C=CC=C(C12)C(=O)N)C=1C=NC=CC1